CC1(CN(CC1)C([C@H](CC(=O)O)N(C)C(=O)OCC1C2=CC=CC=C2C=2C=CC=CC12)=O)C (3S)-4-(3,3-dimethyl-pyrrolidin-1-yl)-3-[9H-fluoren-9-ylmethoxycarbonyl(methyl)amino]-4-oxobutanoic acid